2-(1-methyl-1H-pyrazol-5-yl)cyclopentane-1-one CN1N=CC=C1C1C(CCC1)=O